ClC=1C(=CC2=C(C[C@](O2)(C2=CC=CC=C2)CNC)C1C=1N=C2N(C=C(C=C2F)C(=O)N)C1)F (S)-(5-Chloro-6-fluoro-2-((methylamino)methyl)-2-phenyl-2,3-dihydrobenzofuran-4-yl)-8-fluoroimidazo[1,2-a]pyridine-6-carboxamide